perfluorohexanediol diacrylate C(C=C)(=O)OC(C(C(C(C(C(F)(F)F)(F)F)(F)F)(F)F)(F)F)(OC(C=C)=O)F